C(C)(C)(C)OC(NCCC#C)=O tert-butylbut-3-yn-1-ylcarbamate